O=S1(CCN(CC1)C1=CC=C(NC=2C(=NC(=C(N2)NC)C=2C3=C(C=NC2)N(C=N3)C)C(=O)N)C=C1)=O 3-[4-(1,1-Dioxo-1,4-thiazinan-4-yl)anilino]-5-(methylamino)-6-(3-methylimidazo[4,5-c]pyridin-7-yl)pyrazin-2-carboxamid